((4-(3-hydroxypyrrolidine-1-carbonyl)-2-methylphenyl)amino)-7-methyl-9-(tetrahydro-2H-pyran-4-yl)-7,9-dihydro-8H-purin-8-one OC1CN(CC1)C(=O)C1=CC(=C(C=C1)NC1=NC=C2N(C(N(C2=N1)C1CCOCC1)=O)C)C